2-chloro-5-((2-(trifluoromethyl)pyridin-3-yl)thio)pyrazine ClC1=NC=C(N=C1)SC=1C(=NC=CC1)C(F)(F)F